NC1=NC=CC2=CC=C(C=C12)C=1C=C2C(=NN(C2=CC1)CC1COCC1)COC1=C(C(=CC=C1)C)CC(=O)O 2-(2-((5-(1-aminoisoquinolin-7-yl)-1-((tetrahydrofuran-3-yl)methyl)-1H-indazol-3-yl)methoxy)-6-methylphenyl)acetic acid